6-(2,5-dimethyl-1,2,4-triazol-3-yl)-N-(hydroxymethyl)-N-(6-methoxy-1-methylindazol-7-yl)pyridine-3-sulfonamide CN1N=C(N=C1C1=CC=C(C=N1)S(=O)(=O)N(C=1C(=CC=C2C=NN(C12)C)OC)CO)C